5-Bromo-2-chloropyridine-3-carbonitrile BrC=1C=C(C(=NC1)Cl)C#N